COCCN1CCNCC1 4-(2-methoxyethyl)piperazine